OC1CCN(CC1)C1=CC=C(C=C1)C(\C=C\C1=CC(=C(C=C1)SC)OC)=O (E)-1-[4-(4-Hydroxypiperidin-1-yl)phenyl]-3-(3-methoxy-4-methylsulfanylphenyl)prop-2-en-1-one